carbonic acid tertiary butyl ester C(C)(C)(C)OC(O)=O